2-[3-(7-methyl-2,7-diazaspiro[3.5]non-2-yl)-1,2,4-triazin-6-yl]-5-(pyrimidin-2-yl)phenol CN1CCC2(CN(C2)C=2N=NC(=CN2)C2=C(C=C(C=C2)C2=NC=CC=N2)O)CC1